N-(3-((2-((2-ethyl-4-(4-methylpiperazin-1-yl)phenyl)amino)-5-(trifluoromethyl)pyrimidin-4-yl)amino)propyl)tetrahydrofuran-3-carboxamide C(C)C1=C(C=CC(=C1)N1CCN(CC1)C)NC1=NC=C(C(=N1)NCCCNC(=O)C1COCC1)C(F)(F)F